2-[2-(2-aminothiazol-4-yl)phenyl]-N-[2-(1,3-dioxoisoindolin-2-yl)ethyl]ethanesulfonamide NC=1SC=C(N1)C1=C(C=CC=C1)CCS(=O)(=O)NCCN1C(C2=CC=CC=C2C1=O)=O